CN(C1C(N(CC1)C)=O)CC1=CC=C(C=C1)NC(N)=O 3-(4-((methyl-(1-methyl-2-oxopyrrolidin-3-yl)amino)methyl)phenyl)urea